OC=1C(C=CN2N3[C@H](N(C(C21)=O)C)[C@H](CC[C@H]3C3=CC=CC=C3)SC)=O (1S,4S,4aS)-7-hydroxy-5-methyl-4-(methylthio)-1-phenyl-1,2,3,4,4a,5-hexahydrodipyrido[1,2-b:2',1'-f][1,2,4]triazine-6,8-dione